(2S,4r)-1-[(2S)-2-(4-cyclopropyl-triazol-1-yl)-3,3-dimethyl-butyryl]-4-hydroxy-N-[4-hydroxy-3-(4-methylpiperazin-1-yl)butyl]pyrrolidine-2-carboxamide C1(CC1)C=1N=NN(C1)[C@H](C(=O)N1[C@@H](C[C@H](C1)O)C(=O)NCCC(CO)N1CCN(CC1)C)C(C)(C)C